NC=1NC(C2=C(N1)NC=C2CNCC(CO)O)=O N-((2-amino-4-oxo-4,7-dihydro-3H-pyrrolo[2,3-d]pyrimidin-5-yl)methyl)-2,3-dihydroxypropan-1-amine